tert-butyl 3-[5-[tert-butyl(diphenyl)silyl]oxypentyl]quinoxaline-2-carboxylate [Si](C1=CC=CC=C1)(C1=CC=CC=C1)(C(C)(C)C)OCCCCCC=1C(=NC2=CC=CC=C2N1)C(=O)OC(C)(C)C